4-(allyloxy)-2-methylbutan-2-yl acrylate C(C=C)(=O)OC(C)(CCOCC=C)C